[Ag].O=C1OCCC1 oxotetrahydrofuran silver